2,8-diphenylquinoline-1-oxide C1(=CC=CC=C1)C1=[N+](C2=C(C=CC=C2C=C1)C1=CC=CC=C1)[O-]